1-((4-ethoxy-3-(5-methyl-4-oxo-7-propyl-3,4-dihydroimidazo[5,1-f][1,2,4]triazin-2-yl)phenyl)amino)cyclopentane-1-carbonitrile C(C)OC1=C(C=C(C=C1)NC1(CCCC1)C#N)C1=NN2C(C(N1)=O)=C(N=C2CCC)C